NC=1SC2=C(C1C(=O)OC)CCCC2=O methyl 2-amino-7-oxo-5,6-dihydro-4H-benzothiophene-3-carboxylate